4-(4-(4-(4-bromophenyl)piperazin-1-yl)phenyl)-2-(sec-butyl)-2,4-dihydro-3H-1,2,4-triazol-3-one BrC1=CC=C(C=C1)N1CCN(CC1)C1=CC=C(C=C1)N1C(N(N=C1)C(C)CC)=O